C(OC(C)(C)OOC(C)(C)CC)([O-])=O t-pentylperoxyisopropyl monocarbonate